C(C1=CC=CC=C1)N1C[C@H]2CCC(N3[C@]2(CC1)OC[C@@H]3C(C)C)=S (3S,7aR,11aR)-9-benzyl-3-isopropyl-2,3,6,7,7a,8,10,11-octahydrooxazolo[2,3-j][1,6]naphthyridine-5-thione